ClC1=NC=C2C(=C(C(=NC2=C1F)SC)[N+](=O)[O-])NC1C2CN(C1C2)C(=O)OC(C)(C)C tert-butyl (endo)-5-((7-chloro-8-fluoro-2-(methylthio)-3-nitro-1,6-naphthyridin-4-yl)amino)-2-azabicyclo[2.1.1]hexane-2-carboxylate